(S)-2-amino-3-(2-bromo-4,5-difluorophenyl)propionic acid tert-butyl-tartrate C(C)(C)(C)C(C(=O)O)(O)C(O)C(=O)O.N[C@H](C(=O)O)CC1=C(C=C(C(=C1)F)F)Br